7,8-bis(dodecyloxy)anthracene-1,4-dione C(CCCCCCCCCCC)OC1=CC=C2C=C3C(C=CC(C3=CC2=C1OCCCCCCCCCCCC)=O)=O